N1=CN=CC(=C1)C1=CC2=C(N=C(S2)NC2=NC=CC(=C2)CNS(=O)(=O)C)C=C1 N-((2-((6-(pyrimidin-5-yl)benzo[d]thiazol-2-yl)amino)pyridin-4-yl)-methyl)methanesulfonamide